2-[6-amino-5-[8-[2-[3-(5,5-difluoro-2-azabicyclo[2.2.1]heptan-2-yl)prop-1-ynyl]-4-pyridyl]-3,8-diazabicyclo[3.2.1]octan-3-yl]pyridazin-3-yl]phenol NC1=C(C=C(N=N1)C1=C(C=CC=C1)O)N1CC2CCC(C1)N2C2=CC(=NC=C2)C#CCN2C1CC(C(C2)C1)(F)F